methyl 4-((2S,4S)-2-((difluoromethoxy)methyl)-4-(4-(4-methyl-1H-pyrazol-1-yl)phenoxy)pyrrolidin-1-yl)benzoate FC(OC[C@H]1N(C[C@H](C1)OC1=CC=C(C=C1)N1N=CC(=C1)C)C1=CC=C(C(=O)OC)C=C1)F